1-(5-tert-butyl-2-phenylpyrazol-3-yl)-3-[2-methylsulfanyl-4-[(3-oxo-4H-pyrido[2,3-b]pyrazin-8-yl)oxy]phenyl]urea C(C)(C)(C)C=1C=C(N(N1)C1=CC=CC=C1)NC(=O)NC1=C(C=C(C=C1)OC1=CC=NC=2NC(C=NC21)=O)SC